ClC1=CC(=C(C=C1)C=1C2=C(N3C1C(N(CC3)C3CC3)=O)C=CC=N2)F 10-(4-chloro-2-fluorophenyl)-8-cyclopropyl-7,8-dihydropyrido[2',3':4,5]pyrrolo[1,2-a]pyrazin-9(6H)-one